1-(4-ethylphenyl)-2-(4-methoxyphenyl)acetylene C(C)C1=CC=C(C=C1)C#CC1=CC=C(C=C1)OC